diethyl-2,5-dibromoadipate C(C)OC(C(CCC(C(=O)OCC)Br)Br)=O